(S)-4-(2-Amino-2-methylpropanoyl)-N-(1-(4-((4-aminopiperidin-1-yl)methyl)phenyl)-2-oxo-1,2-dihydropyrimidin-4-yl)-2-isopropylpiperazine-1-carboxamide hydrochloride salt Cl.NC(C(=O)N1C[C@@H](N(CC1)C(=O)NC1=NC(N(C=C1)C1=CC=C(C=C1)CN1CCC(CC1)N)=O)C(C)C)(C)C